(4-(1-ethoxyvinyl)pyridin-2-yl)propan-2-ol C(C)OC(=C)C1=CC(=NC=C1)CC(C)O